C1(C=CC(N1C1C(C(=O)NC1=O)(O)C(C1=CC=CC=C1)=O)=O)=O maleimidobenzoyl-hydroxysuccinimide